C(C1=CC=CC=C1)SC1=C(C=C(C=C1)Cl)CC(=O)OC Methyl 2-[2-(benzylsulfanyl)-5-chlorophenyl]acetate